(1S,2S)-N-(6-(5-chloro-6-fluoro-1H-indazol-4-yl)imidazo[1,2-a]pyrazin-2-yl)-2-fluorocyclopropane-1-carboxamide ClC=1C(=C2C=NNC2=CC1F)C=1N=CC=2N(C1)C=C(N2)NC(=O)[C@H]2[C@H](C2)F